CC1=CC=CC(=N1)C=1N=C(SC1C1=NC2=CC=CN=C2C=C1)N 4-(6-Methylpyridin-2-yl)-5-(1,5-naphthyridin-2-yl)-1,3-thiazol-2-amine